C1(CCCCC1)C[C@@H](C(=O)N[C@H](C#C)CCCC)NC(=O)C=1NC2=CC=CC=C2C1 N-((S)-3-cyclohexyl-1-(((S)-hept-1-yn-3-yl)amino)-1-oxopropan-2-yl)-1H-indole-2-carboxamide